3-(5-Fluoro-3-pyridyl)isoxazolidine TFA Salt OC(=O)C(F)(F)F.FC=1C=C(C=NC1)C1NOCC1